(R)-1-(5-(6-chloro-7-fluoro-3-(1H-imidazol-1-yl)-5-methoxy-1-methyl-1H-indol-2-yl)-1H-1,2,4-triazol-3-yl)-2-methoxy-N-methylethan-1-amine ClC1=C(C=C2C(=C(N(C2=C1F)C)C1=NC(=NN1)[C@H](COC)NC)N1C=NC=C1)OC